FC=1C=C(C=CC1F)N1C(OCCC12CCN(CC2)C2=NC(=NC(=C2)N2N=CC(=C2)C(F)(F)F)CO)=O 1-(3,4-difluorophenyl)-9-(2-(hydroxymethyl)-6-(4-(trifluoromethyl)-1H-pyrazol-1-yl)pyrimidin-4-yl)-3-oxa-1,9-diazaspiro[5.5]undecan-2-one